N[C@@H](CC(=O)O)CC1=CSC2=C1C=CC=C2 (R)-β-amino-4-(3-benzothienyl)-butyric acid